N1(CCNCC1)C1=C(C=C(C#N)C=C1)NC1=NC=CC=C1 4-(piperazin-1-yl)-3-(pyridin-2-ylamino)benzonitrile